ClC1=CC(=C(C(=C1)F)NC=1N(C2=NC(=NC=C2N1)N[C@H]1C[C@@](CCC1)(C)O)C1CCC(CC1)C(=O)N)F (1S,4s)-4-(8-(4-chloro-2,6-difluorophenylamino)-2-((1R,3S)-3-hydroxy-3-methylcyclohexylamino)-9H-purin-9-yl)cyclohexanecarboxamide